indole-2-carbonitrile hydrochloride Cl.N1C(=CC2=CC=CC=C12)C#N